3-methacrylamidophenylboronic acid C(C(=C)C)(=O)NC=1C=C(C=CC1)B(O)O